4-vinyl-2'-propylbiphenyl C(=C)C1=CC=C(C=C1)C1=C(C=CC=C1)CCC